C(C=C)P(O)(=O)CCC1=CC=CC=C1 allyl-phenethyl-phosphinic acid